{4-[bis(2,2-dimethyl-1,3-dioxolan-4-yl)methoxy]butyl}dimethylamine CC1(OCC(O1)C(OCCCCN(C)C)C1OC(OC1)(C)C)C